NCC1N(CCN(C1)C(=O)OC(C)(C)C)C1=C(C(=O)OC)C=C(C(=C1)C(=O)OC)[N+](=O)[O-] dimethyl 2-(2-(aminomethyl)-4-(tert-butoxycarbonyl) piperazin-1-yl)-5-nitroterephthalate